(S)-6-(2,4-dimethylpiperazin-1-yl)-2-(4,6-dimethylpyrazolo[1,5-a]pyrazin-2-yl)-quinazolin-4(3H)-one C[C@@H]1N(CCN(C1)C)C=1C=C2C(NC(=NC2=CC1)C1=NN2C(C(=NC(=C2)C)C)=C1)=O